COC1=CC=C2C(=CC=NC2=C1)OC1=CC=C(C=C1)S(=O)(N)=NC[C@@H]1NCCC1 4-((7-methoxyquinolin-4-yl)oxy)-N'-(((R)-pyrrolidin-2-yl)methyl)benzenesulfonimidamide